2-[7-cyano-2-(2,5-dimethylpyrrol-1-yl)-1-methyl-benzimidazol-5-yl]-N-phenyl-acetamide C(#N)C1=CC(=CC2=C1N(C(=N2)N2C(=CC=C2C)C)C)CC(=O)NC2=CC=CC=C2